5-Chloro-3,6-dimethylpyrazine-2-carboxylic acid ClC=1N=C(C(=NC1C)C(=O)O)C